C\C(=C/CC=1C(=C(C(=O)O)C(=CC1O)CCCCCC)O)\CCC=C(C)C 3-[(2E)-3,7-dimethylocta-2,6-dien-1-yl]-2,4-dihydroxy-6-hexylbenzoic acid